FC(C(=O)OC)(C(=O)C=1SC=C(C1)C1=CNC2=C(C=CC=C12)F)F Methyl 2,2-difluoro-3-(4-(7-fluoro-1H-indol-3-yl)thiophen-2-yl)-3-oxopropanoate